N-Benzyl-4-(3-oxazol-5-ylmethyl-ureido)-benzenesulfonamide C(C1=CC=CC=C1)NS(=O)(=O)C1=CC=C(C=C1)NC(=O)NCC1=CN=CO1